N-cyclopropyl-3-(3,7-dimethylocta-2,6-dien-1-yl)-2,4-dihydroxy-6-pentylbenzamide C1(CC1)NC(C1=C(C(=C(C=C1CCCCC)O)CC=C(CCC=C(C)C)C)O)=O